dichloro-(3-phenyl-1H-inden-1-ylidene)bis(tricyclohexylphosphine) ruthenium (II) [Ru+2].ClP(C1(C=C(C2=CC=CC=C12)C1=CC=CC=C1)P(C1CCCCC1)(C1CCCCC1)(C1CCCCC1)Cl)(C1CCCCC1)(C1CCCCC1)C1CCCCC1